methyl (1r,4r)-4-(((5-(2-(2-aminopyridin-3-yl)-5-phenyl-3H-imidazo[4,5-b]pyridin-3-yl)pyridin-2-yl)amino)methyl)cyclohexane-1-carboxylate NC1=NC=CC=C1C1=NC=2C(=NC(=CC2)C2=CC=CC=C2)N1C=1C=CC(=NC1)NCC1CCC(CC1)C(=O)OC